2,2'-azobis(2-methylpropionamidine) dichloride [Cl-].[Cl-].N(=NC(C(=N)N)(C)C)C(C(=N)N)(C)C